FC1=CC(=C(C=C1)O)C(N1CCOCC1)C1=NC=CC=C1F 4-fluoro-2-((3-fluoropyridin-2-yl)(morpholino)methyl)phenol